pentylene isophthalate C1(C2=CC(C(=O)OCCCCCO1)=CC=C2)=O